ClC1=CC=C(C=N1)NC=1N=CC=C2C1OC=C2 N-(6-chloropyridin-3-yl)furo[2,3-c]pyridin-7-amine